(1R,3S)-3-(3-{[(2-methoxypyridin-4-yl)acetyl]amino}-1H-pyrazol-5-yl)cyclopentyl (2S,3R)-3-hydroxy-2,3-dimethylazetidine-1-carboxylate O[C@]1([C@@H](N(C1)C(=O)O[C@H]1C[C@H](CC1)C1=CC(=NN1)NC(CC1=CC(=NC=C1)OC)=O)C)C